O6-(2-nitro-5-(2-azidoethoxy)benzyl)-2',3',5'-tri-O-tert-butyldimethylsilylguanosine [N+](=O)([O-])C1=C(COC=2C=3N=CN([C@H]4[C@H](O[Si](C)(C)C(C)(C)C)[C@H](O[Si](C)(C)C(C)(C)C)[C@@H](CO[Si](C)(C)C(C)(C)C)O4)C3N=C(N2)N)C=C(C=C1)OCCN=[N+]=[N-]